BrC1=C(C2=C(N1C(=O)[O-])C=C(S2)C2CCN(CC2)C(=O)OC(C)(C)C)C(C)C 5-bromo-2-(1-(tert-butoxycarbonyl)piperidin-4-yl)-6-isopropyl-4H-thieno[3,2-b]pyrrole-4-carboxylate